C(C=C)(=O)O.C(C=C)(=O)O.C(C=C)(=O)O.C(C=C)(=O)O.C(COCCOCCOCCO)O tetraethylene glycol tetraacrylate